2,6-dihydroxyacetyl-benzene OCC(=O)C1=CC=CC=C1O